C(#N)C1=C(C=C(C=C1)N1[C@H](O[C@@H](C1)C(=O)OCC)C(F)(F)F)C(F)(F)F ethyl (2R,5S)-3-(4-cyano-3-(trifluoromethyl)phenyl)-2-(trifluoromethyl)oxazolidine-5-carboxylate